CC(CN(CC(C)O)CCCCCCCCCCCC)O N,N-bis(2-methyl-2-hydroxyethyl)laurylamine